BrC1=CC(=C(C=C1)NC(=O)C1=NN(C=C1)CC)CC N-(4-bromo-2-ethylphenyl)-1-ethyl-1H-pyrazole-3-carboxamide